OC12C#CC=CC#CC(C(CCC1)C2=O)O 1,8-dihydroxybicyclo[7.3.1]trideca-4-ene-2,6-diyne-13-one